COC(=O)C12CCC(CC1)(C2)O[Si](C)(C)C(C)(C)C 4-((tert-Butyldimethylsilyl)oxy)bicyclo(2.2.1)heptane-1-carboxylic acid methyl ester